C(#N)C1=C(SC2=C1C(=NC=C2F)C=2C1=C(C=3C=NC(=NC3C2F)N2C[C@H]([C@H](C2)C)NC(C)C)COC1)NC(OC(C)(C)C)=O tert-Butyl (3-cyano-7-fluoro-4-(5-fluoro-3-((3S,4S)-3-(isopropylamino)-4-methylpyrrolidin-1-yl)-7,9-dihydrofuro[3,4-f]quinazolin-6-yl)thieno[3,2-c]pyridin-2-yl)carbamate